(2S,4R)-1-[(2S)-2-[[2-[4-(azetidin-3-yloxy)-1-piperidyl]acetyl]amino]-3,3-dimeth-yl-butanoyl]-4-hydroxy-N-[(1S)-1-[4-(4-methylthiazol-5-yl)phenyl]ethyl]pyrrolidine-2-carboxamide N1CC(C1)OC1CCN(CC1)CC(=O)N[C@H](C(=O)N1[C@@H](C[C@H](C1)O)C(=O)N[C@@H](C)C1=CC=C(C=C1)C1=C(N=CS1)C)C(C)(C)C